CN1C=CC2=CC(=CC=C12)B(O)O (1-Methyl-1H-indol-5-yl)-boronic acid